(Z)-1-((2-(2,6-dioxopiperidin-3-yl)-1,3-dioxoisoindolin-4-yl)thio)-N-(2-(4-(1,2-diphenylbut-1-en-1-yl)phenoxy)ethyl)-N-methyl-3,6,9,12,15-pentaoxaoctadecane-18-amide O=C1NC(CCC1N1C(C2=CC=CC(=C2C1=O)SCCOCCOCCOCCOCCOCCC(=O)N(C)CCOC1=CC=C(C=C1)\C(=C(\CC)/C1=CC=CC=C1)\C1=CC=CC=C1)=O)=O